2-((6-(methoxy-d3)-4-methylpyridin-3-yl)amino)-7-methyl-9-(tetrahydro-2H-pyran-4-yl)-7,9-dihydro-8H-purin-8-one C(OC1=CC(=C(C=N1)NC1=NC=C2N(C(N(C2=N1)C1CCOCC1)=O)C)C)([2H])([2H])[2H]